FC(C(=O)O)(F)F.N1=NN(C2=NC=CC=C21)C2=CC(=C(C(=O)N([C@H]1CNCCC1)C1=NC=CC3=CC=C(C=C13)C#N)C=C2)F (R)-4-(3H-[1,2,3]triazolo[4,5-b]pyridin-3-yl)-N-(7-cyanoisoquinolin-1-yl)-2-fluoro-N-(piperidin-3-yl)benzamide trifluoroacetic acid salt